2-[(cis)-3-fluorocyclopentyl]-1-[(2R,4R)-2-methyltetrahydro-2H-pyran-4-yl]-1H-imidazo[4,5-c]quinoline-8-carbonitrile F[C@H]1C[C@H](CC1)C=1N(C2=C(C=NC=3C=CC(=CC23)C#N)N1)[C@H]1C[C@H](OCC1)C